C(C)OC1=C(C=CC=C1)NC(=O)C(=O)N N-(2-ethoxyphenyl)-oxamide